N-(5,12-dioxadispiro[2.2.56.23]tridecan-9-yl)-5-(8-fluoroimidazo[1,2-a]pyridin-6-yl)-4-methoxy-7H-pyrrolo[2,3-d]pyrimidin-2-amine C1CC12COC1(CCC(CC1)NC=1N=C(C3=C(N1)NC=C3C=3C=C(C=1N(C3)C=CN1)F)OC)OC2